2-(3,5-dichloro-4-((4-oxo-3,4-dihydropyrido[3,4-d]pyridazin-1-yl)oxy)phenyl)-3,5-dioxo-2,3,4,5-tetrahydro-1,2,4-triazine-6-carbonitrile ClC=1C=C(C=C(C1OC=1C2=C(C(NN1)=O)C=NC=C2)Cl)N2N=C(C(NC2=O)=O)C#N